tert-butyl N-[3-({2-[(1-methyl-1H-pyrazol-4-yl)amino]-5-(4-methylpiperazin-1-yl)pyrimidin-4-yl}oxy)phenyl]carbamate CN1N=CC(=C1)NC1=NC=C(C(=N1)OC=1C=C(C=CC1)NC(OC(C)(C)C)=O)N1CCN(CC1)C